(2S)-2-amino-3-[(2S)-5-fluoro-3-oxo-4H-1,4-benzoxazin-2-yl]propanamide N[C@H](C(=O)N)C[C@@H]1OC2=C(NC1=O)C(=CC=C2)F